1,8-dimethyl-2,3-dihydro-1H-pyrido[2,3-b][1,4]oxazine-7-sulfonyl chloride CN1C2=C(OCC1)N=CC(=C2C)S(=O)(=O)Cl